N-(4-Cyanobenzyl)-6-((1-(cyclopropylsulfonyl)cyclopropyl)methyl)-7-oxo-4,5,6,7-tetrahydro-1H-pyrazolo[3,4-c]pyridine-3-carboxamide C(#N)C1=CC=C(CNC(=O)C2=NNC=3C(N(CCC32)CC3(CC3)S(=O)(=O)C3CC3)=O)C=C1